N-(5-(6-(((1S,4S)-2-oxa-5-azabicyclo[2.2.1]heptan-5-yl)methyl)pyrimidin-4-yl)-4-((2-(1,1-difluoroethyl)-6-ethylpyrimidin-4-yl)amino)pyridin-2-yl)acetamide [C@@H]12OC[C@@H](N(C1)CC1=CC(=NC=N1)C=1C(=CC(=NC1)NC(C)=O)NC1=NC(=NC(=C1)CC)C(C)(F)F)C2